4-oxobutan-2-enoic acid O=CC=CC(=O)O